FC=1C(=C2C(=NC(=NN2C1)NCC(C#N)(C)C)OC)C=1C=CC2=C(N(C=N2)CCF)C1 3-((6-fluoro-5-(1-(2-fluoroethyl)-1H-benzo[d]imidazol-6-yl)-4-methoxypyrrolo[2,1-f][1,2,4]triazin-2-yl)amino)-2,2-dimethylpropanenitrile